Ethyl 5-nitro-1-((2-(trimethylsilyl)ethoxy)methyl)-1H-imidazole-2-carboxylate [N+](=O)([O-])C1=CN=C(N1COCC[Si](C)(C)C)C(=O)OCC